6-[4-[(E)-3-Oxo-3-phenylprop-1-enyl]phenoxy]hexanoic acid O=C(/C=C/C1=CC=C(OCCCCCC(=O)O)C=C1)C1=CC=CC=C1